(2S)-2-[[(2S)-2-amino-4-[5-[bis(2-chloroethyl)amino]-1-methyl-benzimidazol-2-yl]butanoyl]amino]-3-methyl-butanoic acid ethyl ester C(C)OC([C@H](C(C)C)NC([C@H](CCC1=NC2=C(N1C)C=CC(=C2)N(CCCl)CCCl)N)=O)=O